3,4,5,6-tetrahydrophthalimide C1(C2=C(C(N1)=O)CCCC2)=O